5,5-dimethyl-1-((2-((methyl-d3)amino)pyridin-4-yl)methyl)-3-(4-((trifluoromethyl)thio)phenyl)imidazolidine-2,4-dione CC1(C(N(C(N1CC1=CC(=NC=C1)NC([2H])([2H])[2H])=O)C1=CC=C(C=C1)SC(F)(F)F)=O)C